4,4'-methylenebis(2-(isobutyl)cyclohexylamine) C(C1CC(C(CC1)N)CC(C)C)C1CC(C(CC1)N)CC(C)C